ethyl 1-(3-chloropyridin-2-yl)-5-hydroxy-3-((5-(trifluoromethyl)-2H-tetrazol-2-yl) methyl)-4,5-dihydro-1H-pyrazole-5-carboxylate ClC=1C(=NC=CC1)N1N=C(CC1(C(=O)OCC)O)CN1N=C(N=N1)C(F)(F)F